[3-[2-[1-[(2,4-Dimethoxyphenyl)methylamino]isoquinolin-5-yl]ethyl]-1-bicyclo[1.1.1]pentanyl]methanol COC1=C(C=CC(=C1)OC)CNC1=NC=CC2=C(C=CC=C12)CCC12CC(C1)(C2)CO